3-chloro-5-(trifluoromethoxy)phenylboronic acid ClC=1C=C(C=C(C1)OC(F)(F)F)B(O)O